CN1C(N(C(C2=C1N=C(C=C2)C(F)(F)F)=O)CC(=O)NCC2OCCC2)=O 1,4-Dihydro-1-methyl-2,4-dioxo-N-[(tetrahydro-2-furanyl)methyl]-7-(trifluoromethyl)pyrido[2,3-d]pyrimidine-3(2H)-acetamide